[Si](C)(C)(C(C)(C)C)OC[C@@H]1C(C=C(CN1C(=O)OC(C)(C)C)O[Si](C)(C)C)C tert-butyl (6S)-6-(((tert-butyldimethylsilyl) oxy) methyl)-5-methyl-3-((trimethylsilyl) oxy)-5,6-dihydropyridine-1(2H)-carboxylate